O[C@H](C(=O)N1CCN(CC1)C1=CC=C(C=N1)C=1C=2N(C=C(C1)C=1C=NN(C1)C)N=CC2C#N)CC2=CC=CC=C2 (S)-4-(6-(4-(2-hydroxy-3-phenylpropanoyl)piperazin-1-yl)pyridin-3-yl)-6-(1-methyl-1H-pyrazol-4-yl)pyrazolo[1,5-a]pyridine-3-carbonitrile